(1-methyl-1H-benzo[d]imidazol-6-yl)boronic acid CN1C=NC2=C1C=C(C=C2)B(O)O